BrC1=CC(=C(C=C1)C=1OC2=NC(=CC(=C2N1)C1CC1)C(=O)N1[C@@H](C2=CC=CC=C2CC1)C)F (R)-(2-(4-bromo-2-fluorophenyl)-7-cyclopropyloxazolo[5,4-b]pyridin-5-yl)(1-methyl-3,4-dihydroisoquinolin-2(1H)-yl)methanone